ClC=1C(=NC=C(C1)C(F)(F)F)CCNC(=O)C1=NC(=NO1)C=1SC=CC1 N-(2-(3-chloro-5-(trifluoromethyl)pyridin-2-yl)ethyl)-3-(thiophen-2-yl)-1,2,4-oxadiazole-5-carboxamide